N=1N=CN(C1)[C@H](CO)C (S)-2-(4H-1,2,4-triazol-4-yl)propan-1-ol